NC1=NC=2C=C(C=CC2C2=C1COC2)CN(C(=O)C=2C=NC(=NC2)C2CC2)C=2C=NC=CC2C#N N-({4-amino-1H,3H-furo[3,4-c]quinolin-7-yl}methyl)-N-(4-cyanopyridin-3-yl)-2-cyclopropylpyrimidine-5-carboxamide